Cadmium-nickel [Ni].[Cd]